NC1=NC=C(C2=C1C(=NN2C)C2=CC(=C(C=C2)NS(=O)(=O)CC2=CC=CC=C2)O[C@@H](C)C2=CC=C(C=C2)F)C=2C=NN(C2)C2CCOCC2 (S)-N-(4-(4-amino-1-methyl-7-(1-(tetra-hydro-2H-pyran-4-yl)-1H-pyrazol-4-yl)-1H-pyrazolo[4,3-c]pyridin-3-yl)-2-(1-(4-fluoro-phenyl)eth-oxy)phenyl)-1-phenylmethane-sulfonamide